C1(CC1)C1=NC=NC(=C1C=1N=C(C2=C(N1)C(NCC2)=O)NCC2=CC=C(C=C2)C=2N(C=C(N2)C(F)(F)F)C(C)C)OC 2-(4-cyclopropyl-6-methoxypyrimidin-5-yl)-4-((4-(1-isopropyl-4-(trifluoro-methyl)-1H-imidazol-2-yl)benzyl)amino)-6,7-dihydropyrido[3,4-d]pyrimidin-8(5H)-one